4-[1-(2,3-dimethylphenyl)ethyl]-1,3-dihydro-2H-imidazole-2-thione CC1=C(C=CC=C1C)C(C)C=1NC(NC1)=S